4-(5-(3,5-dichloro-4-fluorophenyl)-5-(trifluoromethyl)-4,5-dihydroisoxazol-3-yl)-2-methyl-N-(methylsulfinyl)benzamide ClC=1C=C(C=C(C1F)Cl)C1(CC(=NO1)C1=CC(=C(C(=O)NS(=O)C)C=C1)C)C(F)(F)F